CS(=O)(=O)C=1C=C(C=CC1)[C@@H](C)NC(OC(C)(C)C)=O |r| tert-butyl (±)-(1-(3-(methylsulfonyl)phenyl)ethyl)carbamate